triethoxy(2-isothiocyanatoethyl)silane C(C)O[Si](CCN=C=S)(OCC)OCC